C(CCCCCCC\C=C/CCCCCCCC)(=O)N([C@@H](CO)C(=O)O)C(CCCCCCC\C=C/CCCCCCCC)=O dioleoyl-serine